2-benzyl-N-(8-fluoro-2-methyl-3-quinolyl)-2,4-dimethyl-pentan-amide C(C1=CC=CC=C1)C(C(=O)NC=1C(=NC2=C(C=CC=C2C1)F)C)(CC(C)C)C